C(C1=CC=CC=C1)C=1N(C=2C(=C3CC[C@@H](NC3=CC2)C)N1)[C@H](C)C1CCNCC1 (7S)-2-Benzyl-7-methyl-3-[(1R)-1-(piperidin-4-yl)ethyl]-3H,6H,7H,8H,9H-imidazo[4,5-f]chinolin